(R)-N-(5-chloro-8-methylisoquinolin-1-yl)-6-(5-methyl-1,3,4-thiadiazol-2-yl)-N-(piperidin-3-yl)nicotinamide ClC1=C2C=CN=C(C2=C(C=C1)C)N(C(C1=CN=C(C=C1)C=1SC(=NN1)C)=O)[C@H]1CNCCC1